ClC1=CC=C(C=C1)C1=C(C(=NN1C1=C(C=C(C=C1)Cl)Cl)C(=O)N)C 5-(4-chlorophenyl)-1-(2,4-dichlorophenyl)-4-methyl-1H-pyrazole-3-carboxamide